CC1(CCC=2C(=CC=C3CC(COC23)C=2C=CC(=C(C2)O)C)O1)C 5-(8,8-Dimethyl-3,4,9,10-tetrahydro-2H-pyrano[2,3-h]chromen-3-yl)-2-methylphenol